OC1=C(C=CC(=C1)OC)C(/C=C/C1=CC=C(C(=O)NC2=C(C=CC=C2)OC)C=C1)=O 4-[(E)-3-(2-Hydroxy-4-methoxyphenyl)-3-oxoprop-1-enyl]-N-(2-methoxyphenyl)benzamide